C1(=CC=CC=C1)C#CCO 3-phenyl-2-propyn-1-ol